5-chloro-N-ethyl-1-methyl-6-oxo-N-(2,2,2-trifluoro-1-(4-fluorophenyl)ethyl)-1,6-dihydropyridine-3-sulfonamide ClC1=CC(=CN(C1=O)C)S(=O)(=O)N(C(C(F)(F)F)C1=CC=C(C=C1)F)CC